ClC1=C(C(=CC=C1)Cl)COC=1C=NC(=NC1)N1C[C@H](OCC1)[C@@H](C)O (1R)-1-[(2S)-4-{5-[(2,6-dichlorophenyl)methoxy]pyrimidin-2-yl}morpholin-2-yl]ethanol